ClC1=C(C=CC=C1)C=1OC2=C(C1)C=CC(=C2)OC (2-chloro-phenyl)-6-methoxy-benzofuran